COC(=O)C1=CC=C(C=C1)O 4-(METHOXYCARBONYL)PHENOL